N-(4-(4-ethylpiperazin-1-yl)phenyl)-6-(4-(trifluoromethyl)phenyl)-1H-indazol-3-amine C(C)N1CCN(CC1)C1=CC=C(C=C1)NC1=NNC2=CC(=CC=C12)C1=CC=C(C=C1)C(F)(F)F